ClP(=O)(Cl)N1C(OC(C1C)=O)=O N-dichlorophosphoryl-4-methyloxazolidine-2,5-dione